ClC1=CC=C2C(=N1)N(N=C2C)CCC(F)(F)F 6-chloro-3-methyl-1-(3,3,3-trifluoropropyl)-1H-pyrazolo[3,4-b]pyridine